phenyl-1,3-dihydroxy-4,4,5,5-tetramethyl-imidazoline C1(=CC=CC=C1)C1N(C(C(N1O)(C)C)(C)C)O